C1(=CC=CC=C1)P(C=1C=CC=C2CC[C@@]3(C12)CCC1=CC=CC(=C13)S(=O)(=O)C(F)(F)F)C1=CC=CC=C1 (S)-7-diphenylphosphino-7'-trifluoromethanesulfonyl-1,1'-spirobiindane